C1(CC1)C1=C(C=C(C(=O)OC)C=C1)S(NC1=C(C=CC(=C1)S(=O)(=O)C)C1=NC=CC=C1)(=O)=O methyl 4-cyclopropyl-3-(N-(5-(methylsulfonyl)-2-(pyridin-2-yl)phenyl)sulfamoyl)benzoate